FC(C1=CC=C(C=C1)C=1N=C2N(C=CC=C2)C1)(F)F 2-(4-(trifluoromethyl)phenyl)imidazo[1,2-a]pyridine